1H-3H-naphtho[2,3-c:6,7-c']difuran-1,3,6,8-tetrone C1(C2=C(C(O1)=O)C=C1C=C3C(C(OC3=O)=O)=CC1=C2)=O